C1(CC1)S(=O)(=O)N1N=CC(=C1)C1=NC=CC(=N1)NC1=NC=C(C(=C1)N1CCC(CC1)O)C#CC=1N=CN(C1)C 1-(2-((2-(1-(cyclopropylsulfonyl)-1H-pyrazol-4-yl)pyrimidin-4-yl)amino)-5-((1-methyl-1H-imidazol-4-yl)ethynyl)pyridin-4-yl)piperidin-4-ol